CN(C=1SC2=C(N1)SC(=N2)C2=NC=C(C=C2O)C=2C=CC=1N(C2)C=NN1)C1CCNCC1 2-{5-[Methyl(piperidin-4-yl)amino][1,3]thiazolo[5,4-d][1,3]thiazol-2-yl}-5-([1,2,4]triazolo[4,3-a]pyridin-6-yl)pyridin-3-ol